(S)-N-(5-methyl-4-oxo-2,3,4,5-tetrahydrobenzo[b][1,4]oxazepin-3-yl)-7-(2-(trifluoromethyl)phenyl)-1H-indole-2-carboxamide CN1C2=C(OC[C@@H](C1=O)NC(=O)C=1NC3=C(C=CC=C3C1)C1=C(C=CC=C1)C(F)(F)F)C=CC=C2